(2S,3R,4R,5R,6S)-2,3,4,5,6,7-hexahydroxyheptanal O[C@H](C=O)[C@@H]([C@@H]([C@@H]([C@H](CO)O)O)O)O